(S)-6-ethyl-N-((S)-1-(5-(5-methoxy-2-methyl-2H-indazol-6-yl)oxazol-2-yl)-7-oxononyl)-6-azaspiro[2.5]octane-1-carboxamide C(C)N1CCC2(C[C@@H]2C(=O)N[C@@H](CCCCCC(CC)=O)C=2OC(=CN2)C=2C(=CC3=CN(N=C3C2)C)OC)CC1